C1(CC1)OC1=NC=CC=C1C=1C=NN2C1N=C(C=C2)N2CCN(CC2)C(=O)O[C@@H]2CNC(C2)=O [(3S)-5-oxopyrrolidin-3-yl] 4-[3-[2-(cyclopropoxy)-3-pyridyl]pyrazolo[1,5-a]pyrimidin-5-yl]piperazine-1-carboxylate